ClC=1C=C2C(=C(C(NC2=CC1)=O)C=1CC(N(N1)C(CCC(=O)O)=O)C=1C=NC=CC1)C1=CC=CC=C1 4-[5-(6-chloro-2-oxo-4-phenyl-1H-quinolin-3-yl)-3-(3-pyridyl)-3,4-dihydropyrazol-2-yl]-4-oxo-butanoic acid